C(C)(C)N1C(=NC(=C1)C(F)(F)F)C1=CC(=C(C#N)C=C1)OC 4-(1-isopropyl-4-(trifluoromethyl)-1H-imidazol-2-yl)-2-methoxybenzonitrile